C(CC(O)(C(=O)OCCCCC)CC(=O)OCCCCC)(=O)OCCCCC tri(n-pentyl) citrate